C(C)(C)(C)C1=CC=C(C=C1)NC(=O)N1[C@@H](CCC1)C=1SC=C(N1)C1=CC=CC=C1 (S)-N-(4-(tert-butyl)phenyl)-2-(4-phenylthiazol-2-yl)pyrrolidine-1-carboxamide